C(C1=CC=CC=C1)OC=1C=C2C(=C(N(C2=CC1)CC1=CC=C(CCNCCC)C=C1)C1=C(C=CC=C1)C)F N-(4-((5-(benzyloxy)-3-fluoro-2-(o-tolyl)-1H-indol-1-yl)methyl)phenethyl)propan-1-amine